C(C(CCCCCCCC)S)(S)(S)S decanetetrathiol